3-((1-methylpyridin-1-ium-1-yl) methyl)-8-oxo-5-thia-1-azabicyclo[4.2.0]oct-2-ene-2-carboxylate C[N+]1(CC=CC=C1)CC1=C(N2C(CC2SC1)=O)C(=O)[O-]